(E)-9,11-Tetradecadien-1-ol acetate C(C)(=O)OCCCCCCCC\C=C\C=CCC